N-(5-(2-chloro-6-fluoropyridin-4-yl)-2-fluoro-4-methylphenyl)-2-(trifluoromethyl)isonicotinamide ClC1=NC(=CC(=C1)C=1C(=CC(=C(C1)NC(C1=CC(=NC=C1)C(F)(F)F)=O)F)C)F